C(C)OC(C(CC(C(F)(F)F)=O)=O)=O 5,5,5-trifluoro-2,4-dioxovaleric acid ethyl ester